S-adenosyl-homocysteine-d4 [2H]C(CSC[C@@H]1[C@H]([C@H]([C@@H](O1)N2C=NC3=C(N=CN=C32)N)O)O)[C@@]([2H])(C(=O)O)N([2H])[2H]